ClC(C(=O)N1C(O[C@H](C1)C=1OC=CC1)(C)C)Cl |r| (±)-3-(dichloroacetyl)-5-(2-furanyl)-2,2-dimethyloxazolidine